5,5-difluoro-3-iodo-1,5,6,7-tetrahydroindole-4-one FC1(C(C=2C(=CNC2CC1)I)=O)F